4-Methoxy-2-[4-(4,4,5,5-tetramethyl-1,3,2-dioxaborolan-2-yl)-3-(trifluoromethyl)pyrazol-1-yl]pyrimidine COC1=NC(=NC=C1)N1N=C(C(=C1)B1OC(C(O1)(C)C)(C)C)C(F)(F)F